tert-Butyl (tert-butoxycarbonyl)(3-chloro-1H-indol-5-yl)carbamate C(C)(C)(C)OC(=O)N(C(OC(C)(C)C)=O)C=1C=C2C(=CNC2=CC1)Cl